benzyl (S)-2-(cyanomethyl)-4-(2-(((S)-1-ethylpyrrolidin-2-yl)methoxy)-7-(naphthalen-1-yl)-5,6,7,8-tetrahydropyrido[3,4-d]pyrimidin-4-yl)piperazine-1-carboxylate C(#N)C[C@@H]1N(CCN(C1)C=1C2=C(N=C(N1)OC[C@H]1N(CCC1)CC)CN(CC2)C2=CC=CC1=CC=CC=C21)C(=O)OCC2=CC=CC=C2